(1R,9R)-6-(2-chloro-5-(hydroxymethyl)phenyl)-10,10-dimethyl-4-(2-(2-propenoyl)-2,6-diazaspiro[3.4]octan-6-yl)-3-azatricyclo[7.1.1.02,7]undeca-2,4,6-triene-5-carbonitrile ClC1=C(C=C(C=C1)CO)C=1C(=C(N=C2[C@H]3C([C@@H](CC12)C3)(C)C)N3CC1(CN(C1)C(C=C)=O)CC3)C#N